pentyl-1-tridecanol C(CCCC)C(CCCCCCCCCCCC)O